FC1=C2C(NC(=NC2=CC(=C1)OCC1CCN(CC1)C1COC1)CSC1CCOCC1)=O 5-Fluoro-7-((1-(oxetan-3-yl)piperidin-4-yl)methoxy)-2-(((tetrahydro-2H-pyran-4-yl)thio)methyl)quinazolin-4(3H)-one